COC1=C(CN2C(NC(C3=C(C(=CC(=C23)F)F)F)=O)=O)C=CC(=C1)OC 1-(2,4-dimethoxybenzyl)-5,6,8-trifluoroquinazoline-2,4(1H,3H)-dione